tert.-Amylperoxypivalate C(C)(C)(CC)CC(C(=O)O[O-])(C)C